methyl ((R)-5-((S)-1-(4-cyclopropoxy-3-methoxybenzamido)-2-hydroxypropan-2-yl)-7-(4-fluorophenyl)-3-(trifluoromethyl)-2,3-dihydrofuro[2,3-c]pyridin-3-yl)carbamate C1(CC1)OC1=C(C=C(C(=O)NC[C@](C)(O)C=2C=C3C(=C(N2)C2=CC=C(C=C2)F)OC[C@]3(C(F)(F)F)NC(OC)=O)C=C1)OC